1-methyl-1-[2-(piperazin-1-yl)-1,6-naphthyridin-7-yl]-3-(1H-pyrazol-4-yl)urea CN(C(=O)NC=1C=NNC1)C1=NC=C2C=CC(=NC2=C1)N1CCNCC1